2-(hex-5-ene-1-yloxy)isoindoline-1,3-dione C(CCCC=C)ON1C(C2=CC=CC=C2C1=O)=O